(1S,2S)-N-(6-(7-(cyclopropyl(2,2,2-trifluoroacetamido)methyl)-6-fluoro-5-methyl-1H-indazol-4-yl)imidazo[1,2-a]pyrazin-2-yl)-2-fluorocyclopropane-1-carboxamide C1(CC1)C(C=1C(=C(C(=C2C=NNC12)C=1N=CC=2N(C1)C=C(N2)NC(=O)[C@H]2[C@H](C2)F)C)F)NC(C(F)(F)F)=O